4-[[3-(4-methoxyphenyl)imidazo[1,2-a]pyrazin-8-yl]amino]-2-methyl-N-[2-[2-(2-oxo-1,3-oxazolidin-3-yl)ethoxy]ethyl]benzamide COC1=CC=C(C=C1)C1=CN=C2N1C=CN=C2NC2=CC(=C(C(=O)NCCOCCN1C(OCC1)=O)C=C2)C